N-(7-chloro-quinolin-8-yl)-6-(dimeth-ylamino)pyrazine-2-sulfonamide ClC1=CC=C2C=CC=NC2=C1NS(=O)(=O)C1=NC(=CN=C1)N(C)C